N(S(=O)(=O)C(F)(F)F)S(=O)(=O)C(F)(F)F.[Li] Lithium triflimide